CC(CC(C)C)NC1=CC=2P(C3=CC=CC=C3NC2C=C1)(CCCCCCCC)=O 2-(1,3-Dimethylbutylamino)-10-octyl-5H-phenophosphazinin-10-oxid